C(#N)C=1C=CC(=C2N=CC=NC12)N1CC(CC(C1)C(F)(F)F)N1CCCCC1 N-[1-(8-cyanoquinoxalin-5-yl)-5-(trifluoromethyl)piperidin-3-yl]piperidine